C(C)(C)(C)OC(=O)N[C@H]1C[C@@H](C[C@@H]2N(C1=O)[C@@H](CC2)C(=O)OC)C Methyl (3S,6S,8S,9aR)-6-((tert-butoxycarbonyl)amino)-8-methyl-5-oxooctahydro-1H-pyrrolo[1,2-a]azepine-3-carboxylate